(1R,2S,5S)-N-{(2S)-1-amino-1-oxo-3-[(3S)-2-oxopyrrolidin-3-yl]propan-2-yl}-6,6-dimethyl-3-[N-(trifluoroacetyl)-L-valyl]-3-azabicyclo[3.1.0]hexane-2-carboxamide NC([C@H](C[C@H]1C(NCC1)=O)NC(=O)[C@@H]1[C@H]2C([C@H]2CN1C([C@@H](NC(C(F)(F)F)=O)C(C)C)=O)(C)C)=O